FC1=CC=C(C=C1)C(C(C)(C)O)NC(=O)C=1C=C2C(=NC1)C=CS2 N-(1-(4-fluorophenyl)-2-hydroxy-2-methylpropyl)thieno[3,2-b]pyridine-6-carboxamide